OC(CC(=O)O)(C)CC 3-hydroxy-3-ethyl-butanoic acid